ClC=1C=C(C(=NC1)OC=1C=C(C=2N(C1C)N=C(N2)C(=O)NC2(CCS(CC2)(=O)=O)C)F)OCC(F)(F)F 6-[[5-Chloro-3-(2,2,2-trifluoroethoxy)-2-pyridyl]oxy]-8-fluoro-5-methyl-N-(4-methyl-1,1-dioxo-thian-4-yl)-[1,2,4]triazolo[1,5-a]pyridine-2-carboxamide